3'-(5H-Imidazo[5,1-a]isoindol-5-yl)-3-(methylsulfonyl)-3-azaspiro[bicyclo[3.2.1]octan-8,1'-cyclobutan]-2'-ol C=1N=CN2C1C1=CC=CC=C1C2C2C(C1(C2)C2CN(CC1CC2)S(=O)(=O)C)O